2-(2-((5-(3-(aminomethyl)phenyl)-1-isopropyl-1H-indazol-3-yl)methoxy)-3-cyanophenyl)acetic acid NCC=1C=C(C=CC1)C=1C=C2C(=NN(C2=CC1)C(C)C)COC1=C(C=CC=C1C#N)CC(=O)O